N1C=CC2=CC=C(C=C12)C(=O)N1CC(C(=CC1)C1=C2C(=NC(=C1)NC(=O)C1CC1)NC=C2)C N-(4-(1-(1H-indole-6-carbonyl)-3-methyl-1,2,3,6-tetrahydropyridin-4-yl)-1H-pyrrolo[2,3-b]pyridin-6-yl)cyclopropylcarboxamide